3-(oxetan-2-ylmethyl)indazole-5-carboxylic acid O1C(CC1)CC1=NNC2=CC=C(C=C12)C(=O)O